ClC=1C(=C(C=C2C(NC3=CC=C(C=C23)N)=O)C=CC1)F 3-(3-chloro-2-fluorobenzylidene)-5-aminoindolin-2-one